(S)-2-(3-((tert-butoxycarbonyl)amino)oxetane-3-carboxamido)-3-(4-methoxyphenyl)propanoic acid methyl ester COC([C@H](CC1=CC=C(C=C1)OC)NC(=O)C1(COC1)NC(=O)OC(C)(C)C)=O